2,2,2-Trifluoroethyl 2-oxo-2-[rac-(2S,5S)-2-(2-ethylpyrazol-3-yl)-5-methyl-1-piperidyl]acetate 2,2,2-Trifluoroethyl-2-chloro-2-oxo-acetate FC(COC(C(=O)Cl)=O)(F)F.O=C(C(=O)OCC(F)(F)F)N1[C@@H](CC[C@@H](C1)C)C=1N(N=CC1)CC |r|